(2,6-Dichloropyridin-4-yl)methyl (S)-2-amino-3-cyclopentylpropanoate hydrochloride Cl.N[C@H](C(=O)OCC1=CC(=NC(=C1)Cl)Cl)CC1CCCC1